(2S,3S)-2-Allylazetidin-3-ol C(C=C)[C@@H]1NC[C@@H]1O